CS(=O)(=O)C1=CC=C(CNC(=O)C=2C(N(C(=C(C2)C2=COC=C2)C)C2=CC(=CC=C2)C(F)(F)F)=O)C=C1 5-furan-3-yl-6-methyl-2-oxo-1-(3-trifluoromethylphenyl)-1,2-dihydro-pyridine-3-carboxylic acid 4-methanesulfonyl-benzylamide